(2-{[(2,4-dimethoxyphenyl)methyl]amino}-3-fluoroquinolin-7-yl)methanol COC1=C(C=CC(=C1)OC)CNC1=NC2=CC(=CC=C2C=C1F)CO